N-[(3R)-1-{5-[5-bromo-3-(2,4,6-trifluorophenyl)pyridin-2-yl]-4,5-dihydro-1,2-oxazol-3-yl}-4,4-difluoropyrrolidin-3-yl]ethanesulfonamide BrC=1C=C(C(=NC1)C1CC(=NO1)N1C[C@H](C(C1)(F)F)NS(=O)(=O)CC)C1=C(C=C(C=C1F)F)F